BrC1=NC(=CC=C1NC(C)C=1C=2C3=C(N(C(C2C=C(C1)C)=O)C)N(N=C3)CCO)Cl 9-[1-[(2-bromo-6-chloro-3-pyridinyl)amino]ethyl]-3-(2-hydroxyethyl)-4,7-dimethyl-pyrazolo[3,4-c]isoquinolin-5-one